1-(5-(4-chloro-3-fluorophenyl)-2-(4,6-dimethylpyridin-2-yl)oxazol-4-yl)-4-(3-fluoro-3-methylazetidin-1-yl)pyrimidin-2(1H)-one ClC1=C(C=C(C=C1)C1=C(N=C(O1)C1=NC(=CC(=C1)C)C)N1C(N=C(C=C1)N1CC(C1)(C)F)=O)F